(1R,2S)-1-(5-chloropyrimidin-2-yl)-N-(4-(4,6-dimethoxypyrimidin-5-yl)-5-((1R,2S)-2-fluorocyclopropyl)-4H-1,2,4-triazol-3-yl)-1-methoxypropane-2-sulfonamide ClC=1C=NC(=NC1)[C@H]([C@H](C)S(=O)(=O)NC1=NN=C(N1C=1C(=NC=NC1OC)OC)[C@@H]1[C@H](C1)F)OC